C(#N)[C@H]1N(CSC1)C(CNC(=O)C1=CC=NC2=CC=C(C=C12)N1[C@@H](CC(CC1)(F)F)C)=O |&1:23| N-(2-((R)-4-Cyanothiazolidin-3-yl)-2-oxoethyl)-6-((RS)-4,4-difluoro-2-methylpiperidin-1-yl)quinoline-4-carboxamide